1-[(2-bromopyridin-4-yl)methyl]-3-[rac-(1R,2R,4S)-2-bicyclo[2.2.1]heptyl]urea BrC1=NC=CC(=C1)CNC(=O)N[C@H]1[C@@H]2CC[C@H](C1)C2 |r|